C(C)OC(=O)C1=C(NC(=N[C@H]1C1=C(C(=CC=C1)F)C)C=1SC=CN1)CN1C2C(C(C1)(F)F)CC(C2)C(=O)OC (cis)-methyl 1-(((S)-5-(ethoxycarbonyl)-6-(3-fluoro-2-methylphenyl)-2-(thiazol-2-yl)-3,6-dihydropyrimidin-4-yl) methyl)-3,3-difluorooctahydrocyclopenta[b]pyrrole-5-carboxylate